[C@H]12CC(C[C@H](CC1)N2)N2CC=CC1=C2N=NC(=C1)C1=C(C=C(C=C1)C=1C=NN(C1)C)O 2-(8-((1R,3s,5S)-8-azabicyclo[3.2.1]octan-3-yl)-7,8-dihydropyrido[2,3-c]pyridazin-3-yl)-5-(1-methyl-1H-pyrazol-4-yl)phenol